4-(6-methoxy-2-oxo-1,2-dihydrospiro[benzo[d][1,3]oxazin-4,4'-piperidin]-1'-yl)-4-oxo-N-(m-tolyl)but-2-enamide COC1=CC2=C(NC(OC23CCN(CC3)C(C=CC(=O)NC=3C=C(C=CC3)C)=O)=O)C=C1